NC1=CC(=C2C(=N1)CCC2)C 2-Amino-4-methyl-6,7-dihydro-5H-cyclopenta[b]pyridine